CC1=CC=C(C=C1)S(=O)(=O)OCC1N2CCOC3=C(SC(C(NC1C1CCC1)=O)=C32)C=3C=NN(C3)C(C3=CC=CC=C3)(C3=CC=CC=C3)C3=CC=CC=C3 [10-cyclobutyl-12-oxo-3-(1-tritylpyrazol-4-yl)-5-oxa-2-thia-8,11-diazatricyclo[6.4.1.04,13]trideca-1(13),3-dien-9-yl]methyl 4-methylbenzenesulfonate